2,6-dinitro-4-octylphenyl crotonate C(\C=C\C)(=O)OC1=C(C=C(C=C1[N+](=O)[O-])CCCCCCCC)[N+](=O)[O-]